ClC1=NC=NC(=C1)OCCOC 4-Chloro-6-(2-methoxyethoxy)pyrimidine